N1(N=NC2=C1C=CC=C2)ONC=2C=C(N(C2)C)C(=O)NCCC(=O)NC=2N=C(N(C2)C)C(=O)OCC ethyl 4-[3-({4-[(1,2,3-benzotriazol-1-yloxy)amino]-1-methylpyrrol-2-yl}formamido)propanamido]-1-methylimidazole-2-carboxylate